N,N'-(5-Amino-3-iminopyridin-2,6(1H,3H)-diyliden)bis{2-[2-(pyrrolidin-1-yl)ethoxy]pyrazolo[1,5-a]pyridin-3-amin} NC1=CC(C(NC1=NC=1C(=NN2C1C=CC=C2)OCCN2CCCC2)=NC=2C(=NN1C2C=CC=C1)OCCN1CCCC1)=N